C(C)(=O)O[C@H]1[C@H](OC(C)=O)[C@H]([C@@H](OC(C)=O)[C@H](O1)COC(C)=O)N1N=NC(=C1)C=1SC=C(N1)Cl 1,2,4,6-tetra-O-acetyl-3-[4-(4-chlorothiazol-2-yl)-1H-1,2,3-triazol-1-yl]-3-deoxy-beta-D-galactopyranose